C(C)(C)(C)NC(O[C@H]1C[C@H](CC1)C1=CC(=NN1COCC[Si](C)(C)C)NC1=CN(C(C=C1)=O)C)=O (1R,3S)-3-(3-((1-methyl-6-oxo-1,6-dihydropyridin-3-yl)amino)-1-((2-(trimethylsilyl)ethoxy)methyl)-1H-pyrazol-5-yl)cyclopentyl tert-butylcarbamate